C(C)(C)(C)OC(=O)N(C1=CC=C(C=C1)C1CN(CC(C1C(=O)[O-])C(NC1=C(C=C(C=C1)C(F)(F)F)F)=O)C(=O)[O-])C 3-(4-((tert-butoxycarbonyl)(methyl)amino)phenyl)-5-((2-fluoro-4-(trifluoromethyl)phenyl)carbamoyl)piperidine-1,4-dicarboxylate